CC=1C=C(CSC=2N=CCN2)C=C(C1)C 2-((3,5-dimethylbenzyl)thio)-4H-imidazole